tetra-sodium diacetate C(C)(=O)[O-].C(C)(=O)[O-].[Na+].[Na+].[Na+].[Na+]